BrC1=C(C(=CC=C1)C)CCl 1-bromo-2-(chloromethyl)-3-methylbenzene